ClC(CC=1CN(C(C1)=O)CC1=C(N=C2SC(=NN21)COC)C(F)(F)F)(F)F 3-(2-chloro-2,2-difluoro-ethyl)-1-[[2-(methoxymethyl)-6-(trifluoromethyl)imidazo[2,1-b][1,3,4]thiadiazol-5-yl]methyl]-2H-pyrrol-5-one